C(C1=CC=CC=C1)OC=1C=C2C(=C(NC2=CC1)C1=C(C=CC=C1)C(F)(F)F)F 5-(benzyloxy)-3-fluoro-2-(2-(trifluoromethyl)phenyl)-1H-indole